C(C)(C)(C)C=1C(=C(C=C(C1)CCC(=O)OC)N1N=C2C(=N1)C=CC(=C2)Cl)O 2-(3'-tert-butyl-2'-hydroxy-5'-(2-methoxycarbonylethyl)Phenyl)-5-chlorobenzotriazole